FC1=NC(=C2N=CN(C2=N1)C1OCCCC1)NCC1=C(C(=CC=C1)OC)OC 2-fluoro-6-[(2,3-dimethoxybenzyl)amino]-9-(tetrahydro-2H-pyran-2-yl)-9H-purine